BrC1=CC=C(S1)C(=O)NC 5-bromo-N-methylthiophen-2-carboxamide